ClC=1C(=NC=CC1C1=C(C(=CC=C1)NC1=NC=CC(=C1F)CCNCCO)Cl)C1=CC(=C(CNCC2CCC(N2)=O)C=C1)OC 5-(((4-(3-chloro-4-(2-chloro-3-((3-fluoro-4-(2-((2-hydroxyethyl)amino)ethyl)pyridin-2-yl)amino)phenyl)pyridin-2-yl)-2-methoxybenzyl)amino)methyl)pyrrolidin-2-one